2-(2-methoxy-7-methylquinoxalin-5-yl)-7-(2-methoxyethoxy)benzo[d]Thiazole COC1=NC2=CC(=CC(=C2N=C1)C=1SC2=C(N1)C=CC=C2OCCOC)C